ClCC(=O)CC(=O)Cl chloroacetyl-acetyl chloride